C(C)(C)(C)OC(=O)N1[C@@H](CCC1)C1=C2CCN(CC2=CC(=C1)C=1C=C2C(=NC1)NC=C2C)C(=O)OC (S)-methyl 5-(1-(tert-butoxycarbonyl) pyrrolidin-2-yl)-7-(3-methyl-1H-pyrrolo[2,3-B]pyridin-5-yl)-3,4-dihydroisoquinoline-2(1H)-carboxylate